3,6,9,15-tetraazabicyclo[9.3.1]pentadecane-1(15),11,13-triene C1=2CNCCNCCNCC(=CC=C1)N2